tert-butyl 3-(2-(3-(aminomethyl)-4-methoxyphenoxy)ethyl)piperidine-1-carboxylate NCC=1C=C(OCCC2CN(CCC2)C(=O)OC(C)(C)C)C=CC1OC